C(CCCCS(=O)(=O)O)CS(=O)(=O)O.O=S(OCCCCOS(=O)(C)=O)(C)=O busulfan (butane-1,4-diyl dimesylate)